N[C@@H](CS)C(=O)NCC#C cysteinyl-propargylamine